N-(2-benzylthieno[3,2-c]pyridin-4-yl)-2-fluoro-4-(1-methyltriazol-4-yl)-N-[(3R)-3-piperidyl]benzamide C(C1=CC=CC=C1)C1=CC=2C(=NC=CC2S1)N(C(C1=C(C=C(C=C1)C=1N=NN(C1)C)F)=O)[C@H]1CNCCC1